CC1=C(C(=NN1)C1=CC(=CC=C1)C(C)(C)C)O 5-methyl-3-(3-(tert-Butyl)phenyl)-pyrazol-4-ol